S1C(=NC2=C1C=CC=C2)NC2=C(C(=C(N=N2)NC=2SC(=C(N2)C(=O)OCC)CCCOC2=C(C=C(C=C2)C(N(C)C)=O)F)C)C ethyl 2-({6-[(1,3-benzothiazol-2-yl)amino]-4,5-dimethylpyridazin-3-yl}amino)-5-{3-[4-(dimethylcarbamoyl)-2-fluorophenoxy]propyl}-1,3-thiazole-4-carboxylate